7-bromo-1-methyl-pyrazolo[4,3-c]pyridine BrC=1C2=C(C=NC1)C=NN2C